CC1([C@H](CC2=CC=CC=C12)NC=1C=CC(=NC1)[C@@H](C(F)(F)F)N(C(=O)[C@H]1C[C@H](CC1)NC(OC(C)(C)C)=O)C)C tert-Butyl ((1S,3R)-3-(((S)-1-(5-(((S)-1,1-dimethyl-2,3-dihydro-1H-inden-2-yl)amino)pyridin-2-yl)-2,2,2-trifluoroethyl)(methyl)carbamoyl)cyclopentyl)carbamate